bromo-2-(methylamino)benzene-1-sulfonamide BrC=1C(=C(C=CC1)S(=O)(=O)N)NC